CC1=C(C=C(C=C1)N1CC=C(C(=C1)OCCOC1OCCCC1)C(F)(F)F)C=1C=NC2=CC(=NC=C2C1)NC N-(4-methyl-3-(7-(methylamino)-1,6-naphthyridin-3-yl)phenyl)-5-(2-((tetrahydro-2H-pyran-2-yl)oxy)ethoxy)-4-(trifluoromethyl)pyridine